N[C@H]1CS(C2=C(N(C1=O)CC1=CC=C(C=C1)C1=CC=C(C=C1)OC)C=C(C=C2)C=2OC(=NN2)C(C)(S(=O)(=O)C)C)(=O)=O (3R)-3-amino-5-[[4-(4-methoxyphenyl)phenyl]methyl]-7-[5-(1-methyl-1-methylsulfonyl-ethyl)-1,3,4-oxadiazol-2-yl]-1,1-dioxo-2,3-dihydro-1λ6,5-benzothiazepine-4-One